BrC1=C(C=C(C=C1)CN(C(=O)C=1C=NC(=NC1)C1CC1)C=1C(=NN(C1)C)OC)[N+](=O)[O-] N-[(4-bromo-3-nitrophenyl)methyl]-2-cyclopropyl-N-(3-meth-oxy-1-methyl-1H-pyrazol-4-yl)pyrimidine-5-carboxamide